C(#N)CCN1N=C(C=C1C=1N=C(N(C1)C)C1=NC(=CC2=C1C=NN2C)C(=O)N)C 4-{4-[1-(2-cyanoethyl)-3-methyl-1H-pyrazol-5-yl]-1-methyl-1H-imidazol-2-yl}-1-methyl-1H-pyrazolo[4,3-c]pyridine-6-carboxamide